1,3,3,3-tetrafluoropropen FC=CC(F)(F)F